C(C([2H])([2H])[2H])(C([2H])([2H])C1=C(C(=NC=C1)C1=NC=CC=C1)C1=CC=CC=C1)([2H])[2H] (isopropyl-d7)phenylbipyridine